N-((1H-Pyrrolo[3,2-c]pyridin-2-yl)methyl)-2-(3-(((1-(4-chlorophenyl)cyclopropyl)-methyl)amino)-6-(1-methyl-1H-pyrazol-4-yl)-2-oxopyrazin-1(2H)-yl)acetamide trifluoroacetate FC(C(=O)O)(F)F.N1C(=CC=2C=NC=CC21)CNC(CN2C(C(=NC=C2C=2C=NN(C2)C)NCC2(CC2)C2=CC=C(C=C2)Cl)=O)=O